OC(C)C=1C=C(C(=O)N[C@@H]2COC3=C2C=CC(=C3)C3=NOC(=N3)C)C=CN1 2-(1-hydroxyethyl)-N-((S)-6-(5-methyl-1,2,4-oxadiazol-3-yl)-2,3-dihydrobenzofuran-3-yl)isonicotinamide